(E)-9,11-dodecadienyl acetate C(C)(=O)OCCCCCCCC\C=C\C=C